BrC1=C(C=C(C=C1)S(=O)(=O)NC1C2CN(C(C1)CC2)C(CCl)=O)F 4-Bromo-N-(2-(2-chloroacetyl)-2-azabicyclo[2.2.2]octan-5-yl)-3-fluorobenzenesulfonamide